[1-(1-ethoxyethyl)-1H-pyrazol-4-yl]pyrazolo[1,5-a]pyridine C(C)OC(C)N1N=CC(=C1)C1=NN2C(C=CC=C2)=C1